hexadecyldimethylmethoxysilane tert-butyl-(4R)-4-[(1S)-5-(7-cyclopropyl-6-isopropyl-furo[2,3-b]pyrazin-2-yl)-1-isobutyl-5-oxo-pentyl]-2,2-dimethyl-oxazolidine-3-carboxylate C(C)(C)(C)OC(=O)N1C(OC[C@H]1[C@@H](CCCC(=O)C=1N=C2C(=NC1)OC(=C2C2CC2)C(C)C)CC(C)C)(C)C.C(CCCCCCCCCCCCCCC)[Si](OC)(C)C